N1N=CC2=C1NCC(N2)=O pyrazolopiperazinone